C1(CC1)N1N=CC(=C1CO[C@@]12N(C[C@@H](CC1)C2)C=2C(=CC1=C(N=CS1)C2C2CCOCC2)C(=O)O)C2=C(C=CC=C2Cl)Cl (1S,4S,5R)-5-{[1-cyclopropyl-4-(2,6-dichlorophenyl)-1H-pyrazol-5-yl]methoxyl-2-azabicyclo[2.2.1]heptan-2-yl}-4-(oxan-4-yl)-1,3-benzothiazole-6-carboxylic acid